(S)-2-fluoro-5-methyl-4-(1-phenylpropylamino)-N-(thiazol-2-yl)benzenesulfonamide FC1=C(C=C(C(=C1)N[C@@H](CC)C1=CC=CC=C1)C)S(=O)(=O)NC=1SC=CN1